NC1=CC2=C(N(C(N2CC[C@H](C)N2N=CC=C2)=O)C)C=C1 5-amino-1-methyl-3-[(3S)-3-pyrazol-1-ylbutyl]benzimidazol-2-one